methyl (E)-2-[2-[3-(5-methylpyrimidin-2-yloxy)-phenoxy]phenyl]-3-methoxyacrylate CC=1C=NC(=NC1)OC=1C=C(OC2=C(C=CC=C2)/C(/C(=O)OC)=C\OC)C=CC1